ClC=1C=C(CC2=C3C(=NC(=NC3=CC=C2C=2C(=NOC2C)C)N2CCC(CC2)CN(C)C)N)C=CC1 (3-chlorobenzyl)-2-(4-((dimethylamino)methyl)piperidin-1-yl)-6-(3,5-dimethylIsoxazol-4-yl)quinazolin-4-amine